C(C)(C)(C)N(C(O)=O)C1CCN(CC1)S(=O)(=O)C1=CC(=CC=C1)CC(=C)C.C(C)NC(=O)C1=NC(=C(C=C1)N1CCNCC1)C N-ethyl-6-methyl-5-(piperazin-1-yl)pyridine-2-carboxamide tert-butyl-(1-((3-(2-methylallyl)phenyl)sulfonyl)piperidin-4-yl)carbamate